[N+](=O)([O-])C=1C=C(C=CC1)C1=NN=CO1 5-(3-nitrophenyl)-1,3,4-oxadiazole